CC(C)C1=CN=C(S1)C=1C=C(C(=O)N[C@H](C)C=2N=NC(=CC2)C(F)(F)F)C=C(C1)OC[C@@H]1OCCC1 3-[5-(propan-2-yl)-1,3-thiazol-2-yl]-5-[(2R)-tetrahydrofuran-2-ylmethoxy]-N-{(1R)-1-[6-(trifluoromethyl)pyridazin-3-yl]ethyl}benzamide